BrC=1C=C(C=NNS(=O)(=O)C2=CC=C(C=C2)C)C=CC1OC(F)(F)F N'-(3-bromo-4-(trifluoromethoxy)benzylidene)-4-methylbenzenesulfonohydrazide